ONC1=C(C(=O)[O-])C=CC=C1 2-hydroxyaminobenzoate